BrC=1C=C2N(N=CC(=C2N[C@H]2C[C@H](CC2)NC(OC(C)(C)C)=O)/C(/N)=N/C2=C(C=CC=C2)Cl)C1 tert-butyl ((1S,3R)-3-((6-bromo-3-((Z)-N'-(2-chlorophenyl)carbamimidoyl)pyrrolo[1,2-b]-pyridazin-4-yl)amino)cyclopentyl)carbamate